CN(C=1C=C2C(=CC=NC2=CC1)NC=1C=NC=C(C(=O)NC2=CC(=CC=C2)NC2=CC(=NC=C2)C)C1)C 5-((6-(dimethylamino)quinolin-4-yl)amino)-N-(3-((2-methylpyridin-4-yl)amino)phenyl)nicotinamide